2-(dodecyloxy)acetyl chloride C(CCCCCCCCCCC)OCC(=O)Cl